(2R,3S)-3-((5-fluoro-2-(2-methoxy-7-methylquinoxalin-5-yl)benzo[d]thiazol-6-yl)oxy)butan-2-yl (6-(2,2-difluoro-3-hydroxypropoxy)pyridin-3-yl)carbamate FC(COC1=CC=C(C=N1)NC(O[C@H](C)[C@H](C)OC1=CC2=C(N=C(S2)C2=C3N=CC(=NC3=CC(=C2)C)OC)C=C1F)=O)(CO)F